FC(C(=O)N1CC(C1)OC(=O)N1C2CC(CC1CC2)CNC2=CC(=NC=1N2N=CC1C(C)C)NC1CCOCC1)=C 3-(((3-isopropyl-5-((tetrahydro-2H-pyran-4-yl)amino)pyrazolo[1,5-a]pyrimidin-7-yl)amino)methyl)-8-azabicyclo[3.2.1]octane-8-carboxylic acid 1-(2-fluoroacryloyl)azetidin-3-yl ester